(1S,3S)-3-((6-(5-(((2-isobutyl-2H-1,2,3-triazol-4-yl)amino)methyl)-1-methyl-1H-1,2,3-triazol-4-yl)-2-methylpyridin-3-yl)oxy)cyclohexane-1-carboxylic acid C(C(C)C)N1N=CC(=N1)NCC1=C(N=NN1C)C1=CC=C(C(=N1)C)O[C@@H]1C[C@H](CCC1)C(=O)O